((3aR,5s,6aS)-5-benzyl-5-fluoro-hexahydrocyclopenta[c]pyrrol-2(1H)-yl)-1-(4-hydroxyphenyl)propan-1-one C(C1=CC=CC=C1)C1(C[C@@H]2[C@@H](CN(C2)C(C(=O)C2=CC=C(C=C2)O)C)C1)F